(3S,4S)-3-((tert-butoxycarbonyl)amino)-4-ethynylpyrrolidine-1-carboxylate C(C)(C)(C)OC(=O)N[C@@H]1CN(C[C@@H]1C#C)C(=O)[O-]